5-(4-chlorobenzyl)-2-(4-fluorophenyl)-8-isopropyl-7-methyl-2,5,8-triazaspiro[3.5]-nonane-6,9-dione ClC1=CC=C(CN2C3(CN(C3)C3=CC=C(C=C3)F)C(N(C(C2=O)C)C(C)C)=O)C=C1